8-methyl-20-oxoicosa-6,9,12,15-tetraen-1-yl methanesulfonate CS(=O)(=O)OCCCCCC=CC(C=CCC=CCC=CCCCC=O)C